ethyl 2-(2-((5,7-bis(3-(aminomethyl)phenyl)benzofuran-2-yl)methoxy)phenyl)acetate NCC=1C=C(C=CC1)C=1C=C(C2=C(C=C(O2)COC2=C(C=CC=C2)CC(=O)OCC)C1)C1=CC(=CC=C1)CN